NC=1C=CC(=C(C1)NC1=NC(=NC=C1C1COCC1)NC=1C=NN(C1)C)F N4-(5-amino-2-fluorophenyl)-N2-(1-methyl-1H-pyrazol-4-yl)-5-(oxolan-3-yl)pyrimidine-2,4-diamine